C(C1=CC=CC=C1)N1N=NC(=C1)C1=CC=C(C=C1)C1=CC(N(C=C1)CCC(C(=O)NOC1OCCCC1)(S(=O)(=O)C)C)=O 4-(4-(4-(1-Benzyl-1H-1,2,3-triazol-4-yl)phenyl)-2-oxopyridin-1(2H)-yl)-2-methyl-2-(methylsulfonyl)-N-((tetrahydro-2H-pyran-2-yl)oxy)butanamide